COC1=C(C=C(C=C1)[C@@H]1CC[C@H](CC1)CN(C(=O)C12CCC(CC1)(CC2)C(=O)OC)C2=CC(=CC=C2)C2=CN=C(S2)OC)C Methyl 4-(((trans-4-(4-methoxy-3-methylphenyl)cyclohexyl)methyl)(3-(2-methoxythiazol-5-yl)phenyl) carbamoyl)bicyclo[2.2.2]octane-1-carboxylate